Ethyl 4-[(2S)-2-(hydroxymethyl)-2,3-dihydro-1H-indol-1-yl]-2-{[3-methyl-4-(methylsulfonyl)phenyl]amino}pyrimidine-5-carboxylate OC[C@H]1N(C2=CC=CC=C2C1)C1=NC(=NC=C1C(=O)OCC)NC1=CC(=C(C=C1)S(=O)(=O)C)C